Cl.Cl.Cl hydrochloric acid, dihydrochloride